ClC1=C(C=C(C=C1)C#N)NC(=O)C=1C(=NC(=NC1)NC1=CC(=C(C=C1)C1CCN(CC1)C)C)OC N-(2-chloro-5-cyanophenyl)-4-methoxy-2-((3-methyl-4-(1-methylpiperidin-4-yl)phenyl)amino)pyrimidine-5-carboxamide